CC(C)CCC[C@@H](C)[C@H]1CC[C@H]2[C@@H]3CC(C4=C[C@H](CC[C@]4(C)[C@H]3CC[C@]12C)O)O Cholest-4-ene-3β,6-diol